((7-methoxy-1-(methyl-d3)-1H-indazol-6-yl)amino)-N-(methyl-d3)-6-((1-methyl-1H-pyrazol-3-yl)amino)nicotinamide COC=1C(=CC=C2C=NN(C12)C([2H])([2H])[2H])NC1=C(C(=O)NC([2H])([2H])[2H])C=CC(=N1)NC1=NN(C=C1)C